[H+].[H+].CC1=C2C=C(C=CC2=C3C=CC(=CC3=[N+]1CCCNCCNCCC[N+]4=C5C=C(C=CC5=C6C=CC(=CC6=C4C7=CC=CC=C7)N)N)N)N The molecule is the cationic form of ethidium homodimer. It has a role as a fluorochrome. It derives from an ethidium.